tert-Butyl (1R,5S)-3-((R or S)-6-chloro-2-(2-(dimethylamino) ethoxy)-8-fluoro-7-(3-hydroxynaphthalen-1-yl)quinazolin-4-yl)-3,8-diazabicyclo[3.2.1]octane-8-carboxylate ClC=1C=C2C(=NC(=NC2=C(C1C1=CC(=CC2=CC=CC=C12)O)F)OCCN(C)C)N1C[C@H]2CC[C@@H](C1)N2C(=O)OC(C)(C)C